methyl 7-fluoro-2-methylquinoline-6-carboxylate FC1=C(C=C2C=CC(=NC2=C1)C)C(=O)OC